N1CC(C1)N(CCCO)CCCO 3,3'-(azetidin-3-ylazanediyl)bis(propan-1-ol)